N[C@@H](CNC1=NC(=C2C(=N1)N(N=C2)C)NC2=CC=C(C=C2)Cl)C2=CC=CC=C2 N6-[(2R)-2-amino-2-phenyl-ethyl]-N4-(4-chlorophenyl)-1-methyl-pyrazolo[3,4-d]pyrimidine-4,6-diamine